Cl.Cl.C(N)(=N)C1=C2C=C(NC2=CC(=C1)C(N)=N)C1=CC=CC=C1 4,6-Diamidino-2-Phenylindole, dihydrochloride